nickel-copper-nickel lead [Pb].[Ni].[Cu].[Ni]